5-fluoro-2-(1-(4-fluorobenzyl)azetidin-3-yl)-1,2,3,4-tetrahydroisoquinoline FC1=C2CCN(CC2=CC=C1)C1CN(C1)CC1=CC=C(C=C1)F